2-(((R)-1-(2-((1R,4R)-5,5-difluoro-2-azabicyclo[2.2.1]heptan-2-yl)-3,7-dimethyl-4-oxo-4H-pyrido[1,2-a]pyrimidin-9-yl)ethyl)amino)benzoic acid FC1([C@H]2CN([C@@H](C1)C2)C=2N=C1N(C(C2C)=O)C=C(C=C1[C@@H](C)NC1=C(C(=O)O)C=CC=C1)C)F